(S)-N-(2-(Azetidin-1-yl)-1-cyclopropylethyl)-4-bromo-N-methylbenzamide N1(CCC1)C[C@H](C1CC1)N(C(C1=CC=C(C=C1)Br)=O)C